acroyloxyethyl succinate C(CCC(=O)[O-])(=O)OCCOC(=O)C=C